C[Si](CCS)(OC)OC 2-(methyldimethoxysilyl)-1-ethanethiol